CC1=CC2=C(N=CS2)C=C1NC(OC(C)(C)C)=O tert-Butyl N-(6-methyl-1,3-benzothiazol-5-yl)carbamate